CC1CC(C1)(C1=NN=CN1C)C=1C=C(C=2N(C1)C=CN2)N2C(C1=CC(=CC(=C1C2)C(F)(F)F)CN2C[C@H](CCC2)C)=O 2-(6-((1S,3R)-3-methyl-1-(4-methyl-4H-1,2,4-triazol-3-yl)cyclobutyl)imidazo[1,2-a]pyridin-8-yl)-6-(((S)-3-methylpiperidin-1-yl)methyl)-4-(trifluoromethyl)isoindol-1-one